C(CCCCCCCCCCCCCCCCC)[N+](C)(C)CCCCCCCCCCCCCCCCCC dioctadecyl-dimethyl-ammonium